2,6-dichloro-9-(pyridin-4-yl)-9H-purine ClC1=NC(=C2N=CN(C2=N1)C1=CC=NC=C1)Cl